ON(C=O)CC(=O)O hadacidin